C1=NC=CC2=CC=CC(=C12)CCNC1=CC=NC=N1 6-(2-isoquinolin-8-yl-ethylamino)-pyrimidin